N1C[C@@H](CC1)CO (R)-pyrrolidin-3-ylcarbinol